N2-isobutyl-N4-(3-(methylsulfonyl)phenyl)-6-(6-(trifluoromethyl)pyridin-2-yl)-1,3,5-triazine-2,4-diamine C(C(C)C)NC1=NC(=NC(=N1)NC1=CC(=CC=C1)S(=O)(=O)C)C1=NC(=CC=C1)C(F)(F)F